COC(=O)/C=C/C(=O)O 2(E)-Butenedioic acid 1-methyl ester